6-isooctyloxy-2,4,8,10-tetra-tert-butyl-12H-dibenz-[d,g]-1,3,2-dioxaphosphocin C(CCCCC(C)C)OP1OC2=C(CC3=C(O1)C(=CC(=C3)C(C)(C)C)C(C)(C)C)C=C(C=C2C(C)(C)C)C(C)(C)C